C1(=CC=CC=2SC3=C(C21)C=CC=C3)C3=C(C=CC=C3)C3=CC=CC=C3 (dibenzothiophenyl)(biphenyl)